C(O)(O)=O.C1(CCC(N1)=O)=O.C1(CCC(N1)=O)=O disuccinimide carbonate